[4-(2-azaspiro[3.3]heptan-6-ylmethyl)phenyl]-imino-oxo-(trifluoromethyl)-λ6-sulfane C1NCC12CC(C2)CC2=CC=C(C=C2)S(C(F)(F)F)(=O)=N